FC(CN1C(=NC=2C1=NC(=CC2)C2=CNC=1N=CN=C(C12)C=1C=NN(C1)C)C)F 3-(2,2-difluoroethyl)-2-methyl-5-(4-(1-methyl-1H-pyrazol-4-yl)-7H-pyrrolo[2,3-d]pyrimidin-5-yl)-3H-imidazo[4,5-b]pyridine